(10S,13S,16S,17R)-17-hydroxy-17-(2-hydroxyacetyl)-10,13,16-trimethyl-6,7,8,10,12,13,14,15,16,17-decahydro-1H-cyclopenta[a]phenanthren-3(2H)-one O[C@@]1([C@H](CC2C3CCC4=CC(CC[C@@]4(C3=CC[C@]12C)C)=O)C)C(CO)=O